2-(4-methylphenoxy)-N-(1H-pyrazol-3-yl)-N-(tetrahydrofuran-2-ylmethyl)acetamide ethyl-1-(3-bromo-2-fluorophenyl)-3-methyl-1H-pyrazole-5-carboxylate C(C)OC(=O)C1=CC(=NN1C1=C(C(=CC=C1)Br)F)C.CC1=CC=C(OCC(=O)N(CC2OCCC2)C2=NNC=C2)C=C1